3-fluoro-4-(4-{[(2S)-2-(1-methyl-1H-pyrazol-3-yl)pyrrolidin-1-yl]methyl}phenoxy)benzamide FC=1C=C(C(=O)N)C=CC1OC1=CC=C(C=C1)CN1[C@@H](CCC1)C1=NN(C=C1)C